2-[[4-(4-pyridinyl)piperazin-1-yl]methyl]-1H-benzimidazole N1=CC=C(C=C1)N1CCN(CC1)CC1=NC2=C(N1)C=CC=C2